Cl\C=C\C(F)(F)F trans-1-chloro-3,3,3-trifluoroprop-1-ene